N[C@@H](CO)[C@@H](CCCCCCCCCCCCCCCCCCCCCCCCCCC)O (2S,3R)-2-aminotriacontane-1,3-diol